FC1=C(C(=C(C(=C1[B-](C1=C(C(=C(C(=C1F)F)F)F)F)(C1=C(C(=C(C(=C1F)F)F)F)F)C1=C(C(=C(C(=C1F)F)F)F)F)F)F)F)F.C1(=CC=CC=C1)[C+](C1=CC=CC=C1)C1=CC=CC=C1 triphenylmethylium tetra(pentafluorophenyl)borate